O=C1C(O)=C(C2=C(O)C(=O)C3C=CC=CC=3C2=O)C(=O)C2C=CC=CC1=2 bilawsone